FC1=CC(=C(C(=C1)C(C)C)NC(=O)N=S(=O)(N)C1=NC=C(C=C1)C)C(C)C N'-((4-fluoro-2,6-diisopropyl-phenyl)carbamoyl)-5-methyl-pyridine-2-sulfonimidamide